6-Chloro-3-((1-(2,4-dimethylbenzoyl)-4-hydroxypiperidin-4-yl)methyl)-7-(4-((3R,6S)-6-methylmorpholin-3-yl)phenyl)-3,7-dihydro-4H-pyrrolo[2,3-d]pyrimidin-4-one ClC1=CC2=C(N=CN(C2=O)CC2(CCN(CC2)C(C2=C(C=C(C=C2)C)C)=O)O)N1C1=CC=C(C=C1)[C@H]1NC[C@@H](OC1)C